C1(=CC=CC=C1)NC1=CC(=CC=C1C)NC1=CC=CC=C1 N,N'-diphenyl-6-methyl-m-phenylenediamine